OCCN1CCN(CC1)CCNC(O)=O (2-(4-(2-hydroxyethyl)piperazin-1-yl)ethyl)carbamic acid